BrC1=CC=C(C(=N1)C(=O)OC)N[C@H](C)C=1C=C(C=C2C(C(=C(OC12)C1=CC2=CN(N=C2C=C1)C)C)=O)C Methyl 6-bromo-3-[[(1R)-1-[3,6-dimethyl-2-(2-methylindazol-5-yl)-4-oxo-chromen-8-yl]ethyl]amino]pyridine-2-carboxylate